ClC=1N=CC2=C(C=CC(=C2C1)C(C)C)N1[C@@H]([C@H](C1)CS(=O)(=O)C)C 3-chloro-5-isopropyl-8-[(2R,3S)-3-(methylsulfonylmethyl)-2-methylazetidin-1-yl]isoquinoline